CC=1C(C(CC(C1)=O)C1=CC=CC=C1)C(=O)OCC ethyl 3-methyl-5-oxo-1,2,5,6-tetrahydro-[1,1'-biphenyl]-2-carboxylate